FC1=CC=C(C=C1)[C@@H](C)C1=C(N=C(N=N1)C)NC1CCN(CC1)C |r| rac-6-(1-(4-fluorophenyl)ethyl)-3-methyl-N-(1-methylpiperidin-4-yl)-1,2,4-triazin-5-amine